BrC1=NC=C(C2=C1N=C(S2)NC(C2=CC=CC=C2)=O)C N-(4-bromo-7-methylthiazolo[4,5-c]pyridin-2-yl)benzamide